N1=COCC12CNCCC2 3-oxa-1,7-diazaspiro[4.5]dec-1-ene